COC([C@H](CC=O)NC(=O)OCC1=CC=CC=C1)=O (2S)-2-(benzyloxycarbonylamino)-4-oxo-butanoic acid methyl ester